ClC1=C(C=CC=C1C=1N=C(C(=NC1)C=O)SC)C1=C(C(=CC=C1)C=1N=C(C(=NC1)C=O)SC)Cl 5,5'-(2,2'-dichloro-[1,1'-biphenyl]-3,3'-diyl)bis(3-(methylsulfanyl)pyrazine-2-carbaldehyde)